Benzyl (2-((S)-2-((S)-2-(8-aminooctanamido)-3-phenylpropanamido)-3-phenylpropanamido)ethyl)carbamate NCCCCCCCC(=O)N[C@H](C(=O)N[C@H](C(=O)NCCNC(OCC1=CC=CC=C1)=O)CC1=CC=CC=C1)CC1=CC=CC=C1